OC(CCOC1=CC(=C(C(=C1)C)B(O)O)C)(C)C 4-(3-hydroxy-3-methyl-butyloxy)-2,6-dimethyl-phenylboronic acid